C(C)(=O)OC1C=C(C(C(C1)(C)CC)C(C)=O)C 4-acetyl-5-ethyl-3,5-dimethylcyclohex-2-en-1-yl acetate